(S)-N-(5-(2-amino-[1,2,4]triazolo[1,5-a]pyridin-7-yl)-2-chlorophenyl)-3-phenylisoxazolidine-2-carboxamide NC1=NN2C(C=C(C=C2)C=2C=CC(=C(C2)NC(=O)N2OCC[C@H]2C2=CC=CC=C2)Cl)=N1